[OH-].C(C=C)[N+](CCC)(CCC)CC=C diallyl-dipropylammonium hydroxide